3-oxo-2,4,7,10-tetraoxaundecyl 2-(2-((2,6-dichlorophenyl)amino)phenyl)acetate ClC1=C(C(=CC=C1)Cl)NC1=C(C=CC=C1)CC(=O)OCOC(OCCOCCOC)=O